n-butyl-α-cyanoacrylate C(CCC)OC(C(=C)C#N)=O